BrCCC/C=C/CCCCCC(OCCCC)OCCCC (7E)-11-bromo-1,1-dibutoxy-7-undecene